C(C)(C)(C)OC(N[C@@H]1C[C@@H](CC1)OC=1C(=NC(=CC1)CCC)Br)=O ((1S,3R)-3-((2-bromo-6-propylpyridin-3-yl)oxy)cyclopentyl)carbamic acid tert-butyl ester